ClC1=C(C=CC=C1C=1N=C(C(=NC1)C=O)OC)C1=C(C(=CC=C1)C1=NC(=C(C=C1)C=1NCCN1)OC)Cl 5-(2,2'-dichloro-3'-(5-(4,5-dihydro-1H-imidazol-2-yl)-6-methoxypyridin-2-yl)-[1,1'-biphenyl]-3-yl)-3-methoxypyrazine-2-carbaldehyde